tert-Butyl 4-((2-chloropyridine-3-sulfonamido)methyl)-4-hydroxypiperidine-1-carboxylate ClC1=NC=CC=C1S(=O)(=O)NCC1(CCN(CC1)C(=O)OC(C)(C)C)O